benzyldimethyl(2-dodecyloxyethyl)-ammonium chloride [Cl-].C(C1=CC=CC=C1)[N+](CCOCCCCCCCCCCCC)(C)C